C1=CC=CC=2C3=CC=CC=C3C(C12)COC(=O)N[C@H](C(=O)NC1=CC=C(C(=O)O)C=C1)C(C)(C)C 4-[[(2S)-2-(9H-fluoren-9-ylmethoxycarbonylamino)-3,3-dimethyl-butanoyl]amino]benzoic acid